C1CCC2=C(C=3CCCC3C=C12)NC(=O)N=S(=O)(N)C1=C(C=C(C=C1)C(C)(C)O)C N'-(1,2,3,5,6,7-hexahydro-s-indacen-4-ylcarbamoyl)-4-(2-hydroxypropan-2-yl)-2-methylbenzenesulfonimidamide